3-[5-(4-fluoro-3-methoxy-phenyl)-6-isopropyl-1H-pyrrolo[2,3-f]indazol-7-yl]-2-methyl-propanoic acid FC1=C(C=C(C=C1)N1C(=C(C2=C1C=C1C=NNC1=C2)CC(C(=O)O)C)C(C)C)OC